N1C=CC=C1.N1C=CC=C1.[B] Boron Dipyrrole